2-(benzyl-(2-hydroxyethyl)amino)-1-(1-methyl-1H-pyrazol-4-yl)ethan-1-ol C(C1=CC=CC=C1)N(CC(O)C=1C=NN(C1)C)CCO